3-[1-[7-morpholino-2-(3-pyridyl)pyrazolo[1,5-a]pyrimidin-5-yl]pyrazol-3-yl]benzamide O1CCN(CC1)C1=CC(=NC=2N1N=C(C2)C=2C=NC=CC2)N2N=C(C=C2)C=2C=C(C(=O)N)C=CC2